C(#C)[C@H]1OC(OC1)(C)C (4R)-4-ethynyl-2,2-dimethyl-1,3-dioxolane